OCCNC1=NN=C2N1C=CC(=C2)C=2C(=C(C=CC2)C=2C(=C(C=CC2)C2=CC=C(C=C2)CNCCO)C)C 2-(((3''-(3-((2-hydroxyethyl)amino)-[1,2,4]triazolo[4,3-a]pyridin-7-yl)-2',2''-dimethyl-[1,1':3',1''-terphenyl]-4-yl)methyl)amino)ethan-1-ol